Di-tert-butyl-(S)-2-(5-bromo-2-oxo-2,3-dihydro-1H-benzo[d]imidazol-1-yl)pentane C(C)(C)(C)C([C@H](CCC)N1C(NC2=C1C=CC(=C2)Br)=O)C(C)(C)C